copper bis(2-pyridinethiol-1-oxide) C1=CC(=S)N(C=C1)[O-].C1=CC(=S)N(C=C1)[O-].[Cu+2]